4-(4,4,5,5-tetramethyl-1,3,2-Dioxaborolan-2-yl)naphthalen-2-ol CC1(OB(OC1(C)C)C1=CC(=CC2=CC=CC=C12)O)C